N-ethylcytosine C(C)NC1=NC(NC=C1)=O